(6-chloropyridin-2-yl)(3,3,8,8-tetrafluoro-4-hydroxy-1-azaspiro[4.5]decan-1-yl)methanone ClC1=CC=CC(=N1)C(=O)N1CC(C(C12CCC(CC2)(F)F)O)(F)F